7-iodohept-1-yne ICCCCCC#C